Sodium 3-(sulfonatoamino)benzen-1-olate S(=O)(=O)([O-])NC=1C=C(C=CC1)[O-].[Na+].[Na+]